C(C=C)(=O)OC.C(C=C)(=O)OC.C(C=C)(=O)OC.C(C=C)(=O)OC tetramethyl tetraacrylate